4-(4-{5-[5-Fluoro-6-(2-methoxyethoxy)-1H-indazol-3-yl]-1,2-oxazol-3-yl}phenyl)morpholin-3-one pentenyl-diphosphate Laurylaminoxide C(CCCCCCCCCCC)N[O-].C(=CCCC)OP([O-])(=O)OP(=O)([O-])[O-].FC=1C=C2C(=NNC2=CC1OCCOC)C1=CC(=NO1)C1=CC=C(C=C1)N1C(COCC1)=O